OCCCCCN(CCCCCCCOC(=O)OC(CCCCCC)CCCCCCCC)CCCCCCCOC(=O)OC(CCCCCC)CCCCCCCC N-(5-Hydroxypentyl)-N,N-di(7-(pentadecan-7-oxycarbonyloxy)heptyl)amine